Ethyl 2,6-dichloro-5-nitropyrimidine-4-carboxylate ClC1=NC(=C(C(=N1)C(=O)OCC)[N+](=O)[O-])Cl